2,3-diallyloxypropanol C(C=C)OC(CO)COCC=C